FC1(CC(C1)(C(NC1(CS(C1)(=O)=O)C)=O)NC(OCC1=CC=CC=C1)=O)F benzyl (3,3-difluoro-1-((3-methyl-1,1-dioxidothietan-3-yl)carbamoyl)cyclobutyl)carbamate